2-(3,5-dichloro-2-fluoro-4-(3-(4-fluorophenylmethyl)-4-hydroxybenzyl)phenoxy)acetic acid ClC=1C(=C(OCC(=O)O)C=C(C1CC1=CC(=C(C=C1)O)CC1=CC=C(C=C1)F)Cl)F